COC1=CC=2C(=N[Se]N2)C=C1OC 5,6-dimethoxybenzo[c][1,2,5]Selenadiazole